2-[(3-chloro-4-fluorophenyl)-[(3-fluoro-3-methylcyclobutyl)methoxy]methyl]-5-methyl-4-methylsulfonyl-1H-imidazole ClC=1C=C(C=CC1F)C(C=1NC(=C(N1)S(=O)(=O)C)C)OCC1CC(C1)(C)F